C(C)(C)(C)OC(=O)N(CC(=O)N1CCC(CC1)CCCC1=CC=C(C(=O)OC)C=C1)C1C(C1)C1=CC=CC=C1 Methyl 4-(3-(1-(N-(tert-butoxycarbonyl)-N-(2-phenylcyclopropyl)glycyl)piperidin-4-yl)propyl)benzoate